BrC1=C(C(=NN1C=1C(=NC(=CC1)C)C)OCCCO[Si](C)(C)C(C)(C)C)[N+](=O)[O-] 3-(5-bromo-3-(3-((tert-butyldimethylsilyl)oxy)propoxy)-4-nitro-1H-pyrazol-1-yl)-2,6-dimethylpyridine